pyrrolo[3,4-c]isothiazole N1SC=C2C1=CN=C2